(2S,3aR,5S,7aR)-2-(2-(2-(4-((4-chlorophenyl)(phenyl)methyl)piperazin-1-yl)ethoxy)ethoxy)-7a-methyl-5-(prop-1-en-2-yl)hexahydrobenzo[d][1,3,2]oxathiaphosphole 2-sulfide ClC1=CC=C(C=C1)C(N1CCN(CC1)CCOCCO[P@]1(O[C@]2([C@H](S1)C[C@H](CC2)C(=C)C)C)=S)C2=CC=CC=C2